CC(=O)N1CCCC1 N-acetylpyrrolidine